C(C)N(C(=O)C1=C(C=CC(=C1)F)C=1C=2N(C=C(C1)C1CN(C1)C(CCC(=O)O)C(C)C)C(=NC2)C)C(C)C 4-[3-(8-{2-[ethyl(isopropyl)carbamoyl]-4-fluorophenyl}-3-methylimidazo[1,5-a]pyridin-6-yl)azetidin-1-yl]-5-methylhexanoic acid